2-[(2-chloro-5-fluoro-benzoyl)amino]-4-[cyclopropyl-[4-(5,6,7,8-tetrahydro-1,8-naphthyridin-2-yl)butyl]amino]butanoic acid ClC1=C(C(=O)NC(C(=O)O)CCN(CCCCC2=NC=3NCCCC3C=C2)C2CC2)C=C(C=C1)F